4,7-bis(4-formylphenyl)-1-methyl-3-benzyl-1h-benzimidazole bromide [Br-].C(=O)C1=CC=C(C=C1)C1=CC=C(C=2N(CN(C21)CC2=CC=CC=C2)C)C2=CC=C(C=C2)C=O